NC1=C(C=CC=C1)NC(\C=C\C=1C=C2C=NN(C2=CC1)CC1CC1)=O (E)-N-(2-aminophenyl)-3-(1-(cyclopropylmethyl)-1H-indazol-5-yl)acrylamide